O=C1NC(CCC1N1C(C2=CC=CC(=C2C1=O)NCCOCCOCC(=O)O)=O)=O 2-[2-[2-[[2-(2,6-Dioxo-3-piperidyl)-1,3-dioxo-isoindolin-4-yl]amino]ethoxy]ethoxy]acetic acid